[3-(4-methoxyphenyl)-propyl]methylamin COC1=CC=C(C=C1)CCCNC